C1=C(C=CC2=CC=CC=C12)C1=NN(C=C1C=CC(=O)O)C1=CC=CC=C1 3-(3-(naphthalen-2-yl)-1-phenyl-1H-pyrazol-4-yl)acrylic acid